C(C)(C)=NNC1=NC=C(C(=O)N)C=C1 (6-(N'-Isopropylidene-hydrazino))nicotinamide